(S)-4-bromo-5,6,7,8-tetrahydroisoquinolin-8-amine BrC1=CN=CC=2[C@H](CCCC12)N